4-methyl-6-(thiazol-5-yl)pyridin-3-amine CC1=C(C=NC(=C1)C1=CN=CS1)N